C1(CC1)C=1SC=CC1C1=CC=C(C=O)C=C1 4-(2-cyclopropyl-thiophen-3-yl)benzaldehyde